8-(4,5-dichloro-3-pyridyl)-N-(2,3-dihydro-1,4-benzoxazin-4-yl)-4-morpholino-quinoline-3-carboxamide ClC1=C(C=NC=C1Cl)C=1C=CC=C2C(=C(C=NC12)C(=O)NN1CCOC2=C1C=CC=C2)N2CCOCC2